O1C(=CC2=C1C=CC=C2)C(C(C)NC)=O 1-(1-benzofuran-2-yl)-2-(methylamino)propan-1-one